N6-tert-butyl-8-(4-chloro-phenylthio)-2'-deoxyadenosine C(C)(C)(C)NC=1C=2N=C(N([C@H]3C[C@H](O)[C@@H](CO)O3)C2N=CN1)SC1=CC=C(C=C1)Cl